O1N=C(C2=C1C=CC=C2)C2=C(C=CC=C2)[C@H](CC2=NC(=CC=C2)C=2OC=CN2)NC(OC(C)(C)C)=O tert-Butyl (S)-{1-[2-(benzo[d]isoxazol-3-yl)phenyl]-2-[6-(oxazol-2-yl)pyridine-2-yl]ethyl}carbamate